C1(CC(C(CC1)C(C)C)O)C cis-para-menthanol